1-Benzoyl-3-((methylthio)methyl)cyclobutane-1-carboxylic acid 4-methoxybenzyl ester COC1=CC=C(COC(=O)C2(CC(C2)CSC)C(C2=CC=CC=C2)=O)C=C1